BrC1=CC2=C(C(N(C2)C(C)(C)C)=O)S1 2-bromo-5-(tert-butyl)-4,5-dihydro-6H-thieno[2,3-c]pyrrol-6-one